N-(1-(5-Cyanopyridin-2-yl)azetidin-3-yl)-2-fluoro-N-methyl-5-((4-oxo-7-(prop-1-yn-1-yl)-3,4-dihydrophthalazin-1-yl)methyl)benzamide C(#N)C=1C=CC(=NC1)N1CC(C1)N(C(C1=C(C=CC(=C1)CC1=NNC(C2=CC=C(C=C12)C#CC)=O)F)=O)C